3-chloro-5-(difluoromethoxy)-1,2,4-thiadiazole ClC1=NSC(=N1)OC(F)F